C(C1=CC=CC=C1)(=O)C1N=C(OC1)C(C1=CC=CC=C1)=O dibenzoylOxazoline